1-benzyl-6-methoxy-1H-pyrazolo[3,4-b]pyrazin-3-amine C(C1=CC=CC=C1)N1N=C(C=2C1=NC(=CN2)OC)N